COC1=C(C=CC(=C1)C=1OC=CN1)NCC#CC=1N(C=2C=CC=C(C2C1)NC1CCN(CC1)C)CC(F)(F)F 2-(3-{[2-methoxy-4-(1,3-oxazol-2-yl)phenyl]amino}prop-1-yn-1-yl)-N-(1-methylpiperidin-4-yl)-1-(2,2,2-trifluoroethyl)-1H-indol-4-amine